BrC1=C(C=C(C=C1)[N+](=O)[O-])C(F)F 1-Bromo-2-(difluoromethyl)-4-nitrobenzene